n-pentadecyl-triethoxysilane C(CCCCCCCCCCCCCC)[Si](OCC)(OCC)OCC